SCCCCCCCCCCC(=O)OCCCCCCCCCCCCCCCC Palmityl 11-Mercaptoundecanoate